FC=1C=CC(=C2C=CN=C(C12)N[C@H]1CN(CCC1)C(=O)OC(C)(C)C)OC tert-butyl (R)-3-((8-fluoro-5-methoxyisoquinolin-1-yl)amino)piperidine-1-carboxylate